C1NCC12CCN(CC2)C(=O)[C@H]2N[C@@H]1CC([C@H]2CC1)=C (2,7-diazaspiro[3.5]non-7-yl)[(1S,3S,4R)-5-methylene-2-azabicyclo[2.2.2]oct-3-yl]methanone